1,3-dihydrospiro[2H-anthraceno[2,3-d]imidazole-2,1'-cyclohexane]-6,11-dione C12(CCCCC1)NC1=C(N2)C(C2=CC3=CC=CC(C3=CC2=C1)=O)=O